[Si](OOCC)(OOCC)(OOCC)OOCC tetraethoxy orthosilicate